FC1(CC(C1)C(C)N1N=C(C(=C1C(=O)OCC)C)C(C)(F)F)F ethyl 1-(1-(3,3-difluorocyclobutyl)ethyl)-3-(1,1-difluoroethyl)-4-methyl-1H-pyrazole-5-carboxylate